3-(4-chloropyrimidin-2-yl)-6-(trifluoromethyl)imidazo[1,2-a]Pyrazine ClC1=NC(=NC=C1)C1=CN=C2N1C=C(N=C2)C(F)(F)F